benzyl (2S,4R)-4-[tert-butoxycarbonyl(methyl)amino]-2-methyl-piperidine-1-carboxylate C(C)(C)(C)OC(=O)N([C@H]1C[C@@H](N(CC1)C(=O)OCC1=CC=CC=C1)C)C